BrC1=CC(=CS1)CCN 2-(5-bromothien-3-yl)ethan-1-amine